COC1=NC(=NN2C1=C(C=C2[2H])C=2C=CC1=C(N(N=N1)CC(F)(F)F)C2)NC2CCN(CC2)C2COC2 4-methoxy-N-(1-(oxetan-3-yl)piperidin-4-yl)-5-(1-(2,2,2-trifluoroethyl)-1H-benzo[d][1,2,3]triazol-6-yl)pyrrolo[2,1-f][1,2,4]triazin-7-d-2-amine